ClC=1C(=CC(=C(CN2[C@@H](CCCC2)C(=O)O)C1)OCC=1C=NC=C(C1)C#N)OCC1=C(C(=CC=C1)C=1C=CC2=C(N=C(O2)C2CCC(CC2)C(=O)OC)C1)C (S)-1-(5-chloro-2-((5-cyanopyridin-3-yl)methoxy)-4-((3-(2-(4-(methoxycarbonyl)cyclohexyl)benzo[d]Oxazol-5-yl)-2-methylbenzyl)oxy)benzyl)piperidine-2-formic acid